4-(methylamino)-2-[6-(3-{[(2S)-1-(1H-tetrazol-1-yl)propan-2-yl]oxy}phenyl)imidazo[1,2-b]pyridazin-3-yl]pyridine-3-carbonitrile CNC1=C(C(=NC=C1)C1=CN=C2N1N=C(C=C2)C2=CC(=CC=C2)O[C@H](CN2N=NN=C2)C)C#N